COC1=NC=CC(=C1C1CCC(CC1)C=1C(N(C2=NC(=CC=C2C1)C)CC1=NC=CC=C1OC(F)(F)F)=O)C 3-((1r,4r)-4-(2-methoxy-4-methylpyridin-3-yl)cyclohexyl)-7-methyl-1-((3-(trifluoromethoxy)pyridin-2-yl)methyl)-1,8-naphthyridin-2(1H)-one